(R)-2-(3-chloro-5-((4-methyl-4H-1,2,4-triazol-3-yl)(oxetan-3-yl)methyl)phenyl)-6-(((1-methylcyclobutyl)amino)methyl)-4-(trifluoromethyl)isoindolin-1-one ClC=1C=C(C=C(C1)[C@@H](C1COC1)C1=NN=CN1C)N1C(C2=CC(=CC(=C2C1)C(F)(F)F)CNC1(CCC1)C)=O